N1C(=NC2=C1C=CC=C2)[C@H](N2C(C1=CC=C(C=C1C=C2)C2=CC=C(C=C2)C2CCN(CC2)C)=O)C2=C(C=CC(=C2)F)O |r| 2-[(rac)-1H-benzimidazol-2-yl-(5-fluoro-2-hydroxy-phenyl)methyl]-6-[4-(1-methyl-4-piperidyl)-phenyl]isoquinolin-1-one